(2E)-N-{3-[2-(4-chloro-3-fluorophenoxy)acetylamino]bicyclo[1.1.1]pentan-1-yl}-3-(4-chlorophenyl)prop-2-enamide ClC1=C(C=C(OCC(=O)NC23CC(C2)(C3)NC(\C=C\C3=CC=C(C=C3)Cl)=O)C=C1)F